2,3-dihydro-spiro[1-benzopyran-4,1'-cyclopropane]-6-formic acid C12(CC1)CCOC1=C2C=C(C=C1)C(=O)O